2,5-dihydropyridine N=1CC=CCC1